C(C1=CC=CC=C1)OC=1C=2N(C=C(C1)C1CC1)C=C(N2)CN2C(C1=CC=CC=C1C2=O)=O 2-((8-(benzyloxy)-6-cyclopropylimidazo[1,2-a]pyridin-2-yl)methyl)isoindoline-1,3-dione